5-amino-3-methylsulfanyl-1,2,4-thiadiazole NC1=NC(=NS1)SC